C(C1=CC=CC=C1)OC1=C(C=C2C3=C(C=C(C(=C3)C)OCC3=CC=CC=C3)C3(CC3)OC2=C1)C 3,8-bis(benzyloxy)-2,9-dimethylspiro[benzo[c]chromene-6,1'-cyclopropane]